(R)-8-(5-(tert-butyl)thiazol-2-yl)-9a-methyl-9-oxooctahydro-2H-pyrazino[1,2-a]pyrazine-2-carbonitrile C(C)(C)(C)C1=CN=C(S1)N1C([C@@]2(N(CCN(C2)C#N)CC1)C)=O